C(C)(C)(C)OC(N(C)[C@@H]1CN(CC1)C1=NC=C(C(=N1)OCC)C(NC1=CC2=CN(N=C2C(=C1)OC)C)=O)=O (S)-(1-(4-ethoxy-5-((7-methoxy-2-methyl-2H-indazol-5-yl)carbamoyl)pyrimidin-2-yl)pyrrolidin-3-yl)(methyl)carbamic acid tert-butyl ester